FC1=C(C(=CC=C1)F)N1N=C(C=CC1=O)C(=O)OC(C)(C)C tert-butyl 1-(2,6-difluorophenyl)-6-oxo-1,6-dihydropyridazine-3-carboxylate